(1R,3S,5S)-8-[5-(5-fluoro-2-methoxypyridin-4-yl)-1H-pyrazole-3-carbonyl]-8-azabicyclo[3.2.1]octane-3-carboxylic acid FC=1C(=CC(=NC1)OC)C1=CC(=NN1)C(=O)N1[C@H]2CC(C[C@@H]1CC2)C(=O)O